4-fluoro-1-[2-(3-methyl-1H-1,2,4-triazol-5-yl)acetyl]-N-{phenyl[4-(propan-2-yl)phenyl]methyl}pyrrolidine-2-carboxamide FC1CC(N(C1)C(CC1=NC(=NN1)C)=O)C(=O)NC(C1=CC=C(C=C1)C(C)C)C1=CC=CC=C1